The molecule is a prostanoid that is 2,3-dinor-6-oxo-prostaglandin F1alpha in which a hydrogen at position 19 is replaced by a hydroxy group. It has a role as a metabolite. It is a prostanoid, a 4-oxo monocarboxylic acid and a secondary alcohol. It derives from a 2,3-dinor-6-oxoprostaglandin F1alpha. CC(CCC[C@@H](/C=C/[C@H]1[C@@H](C[C@@H]([C@@H]1CC(=O)CCC(=O)O)O)O)O)O